butyl 3-propylpiperazine-1-carboxylate C(CC)C1CN(CCN1)C(=O)OCCCC